CC1(OC2=C(O1)C=CC(=C2)CCOS(=O)(=O)C2=CC=C(C=C2)C)C 2-(2,2-Dimethylbenzo[d][1,3]dioxol-5-yl)ethyl-4-methylbenzenesulfonate